N-(2-(tributylstannyl)-5,6-dihydro-4H-cyclopenta[b]thiophen-4-yl)methanesulfonamide C(CCC)[Sn](C1=CC2=C(S1)CCC2NS(=O)(=O)C)(CCCC)CCCC